4-fluoro-7-methyl-N-(3-(3-methyl-2-oxoimidazolidin-1-yl)phenyl)-1H-indole FC1=C2C=CN(C2=C(C=C1)C)C1=CC(=CC=C1)N1C(N(CC1)C)=O